ClC1=C(C2=C(SC3=C(N=NC=C32)NCCCOC)N=C1C)C 3-chloro-N-(3-methoxypropyl)-2,4-dimethylpyrido[3',2':4,5]thieno[2,3-d]pyridazin-8-amine